Bis(hexahydropyrrolo[3,4-c]pyrrol-2(1H)-yl)(6-(phenylamino)pyridin-2-yl)methanone C1N(CC2C1CNC2)C2=C(C(=NC(=C2)NC2=CC=CC=C2)C=O)N2CC1CNCC1C2